OC[C@@H]1N(CC(C1)C=1C=NC=CC1)C(=O)OC(C)(C)C tert-butyl (2R)-2-(hydroxymethyl)-4-(pyridin-3-yl)pyrrolidine-1-carboxylate